Butyl 4-(6-Aminopyridin-3-yl)-3,3-dimethylpiperazine-1-carboxylate NC1=CC=C(C=N1)N1C(CN(CC1)C(=O)OCCCC)(C)C